4-((2R,3R)-1-((tert-butyldimethylsilyl)oxy)-3-hydroxybut-2-yl)thiomorpholine 1,1-dioxide [Si](C)(C)(C(C)(C)C)OC[C@H]([C@@H](C)O)N1CCS(CC1)(=O)=O